COC1=CC=C(CN2C=CC3=CC=CC=C23)C=C1 1-(4-methoxybenzyl)-1H-indole